7-Bromopyrazolo[1,5-a]pyridine BrC1=CC=CC=2N1N=CC2